SCCCC(=O)OCC(COC(CCCS)=O)(COCC(COC(CCCS)=O)(COC(CCCS)=O)COC(CCCS)=O)CO dipentaerythritol penta(4-mercaptobutyrate)